CN1CCN(CC1)C1=NN(C=C1)C1=C(C#N)C=CC=C1 2-(3-(4-methylpiperazin-1-yl)-1H-pyrazol-1-yl)benzonitrile